C(C)(C)(C)C1=CC(=C(C=C1)C1=CC(C(=C(N1)C)C1CCN(CC1)C)=O)C 6-(4-tert-butyl-2-methyl-phenyl)-2-methyl-3-(1-methyl-4-piperidyl)-1H-pyridin-4-one